IC=1C=C2C=NC(=NC2=CC1OC)C 6-iodo-7-methoxy-2-methyl-quinazolin